4-(5,6,7,8-tetrahydro-1,8-naphthyridin-2-yl)butan-1-amine hydrochloride Cl.N1=C(C=CC=2CCCNC12)CCCCN